CN(C(=O)C=1SC=2CN(CCCC2N1)C(=O)OCC1=CC=CC=C1)C benzyl 2-(dimethylcarbamoyl)-7,8-dihydro-4H-thiazolo[5,4-c]azepine-5(6H)-carboxylate